ClC=1C=C(C=CC1)[C@H]1NCCC1 (S)-2-(3-chlorophenyl)-pyrrolidine